N1=CC=C(C=C1)C(C(=O)N)=C 2-(pyridin-4-yl)acrylamide